C(N)(=O)C1=CC=NN1[C@H]([C@H](C)C=1N(C(C(=C(N1)C(=O)NC=1C=NOC1)O)=O)C)C1=C(C=CC=C1)Cl 2-((1R,2S)-1-(5-carbamoyl-1H-pyrazol-1-yl)-1-(2-chlorophenyl)propan-2-yl)-5-hydroxy-N-(isoxazol-4-yl)-1-methyl-6-oxo-1,6-dihydropyrimidine-4-carboxamide